N(=[N+]=[N-])CCC1=CC2=C(OCO2)C=C1 5-(2-azidoethyl)benzo[d][1,3]dioxole